3-(4-Fluorophenyl)-N,N-dimethyl-5-((4-morpholinopyrido[3',2':4,5]furo[3,2-d]pyrimidin-2-yl)amino)-1H-pyrazole-1-sulfonamide FC1=CC=C(C=C1)C1=NN(C(=C1)NC=1N=C(C2=C(N1)C1=C(O2)N=CC=C1)N1CCOCC1)S(=O)(=O)N(C)C